BrC=1C(=C(C=CC1)N1CC2(CN(C2)C(=O)OC(C)(C)C)C1)C tert-Butyl 6-(3-bromo-2-methylphenyl)-2,6-diazaspiro[3.3]heptane-2-carboxylate